9-(4'-bromo-[1,1'-biphenyl]-4-yl)-3,6-diphenyl-9H-carbazole BrC1=CC=C(C=C1)C1=CC=C(C=C1)N1C2=CC=C(C=C2C=2C=C(C=CC12)C1=CC=CC=C1)C1=CC=CC=C1